C(C(C)C)NC1C(CCCCC1)OC=1C=C2CN(C(C2=CC1)=O)C1C(NC(CC1)=O)=O 3-(5-((2-(isobutylamino)cycloheptyl)oxy)-1-oxoisoindolin-2-yl)piperidine-2,6-dione